C(C)C1N(C2=CC=C(C=C2CC1)CC)S(=O)(=O)C(C1=C(C=CC=C1)OCC1CCOCC1)O ((2,6-diethyl-3,4-dihydroquinolin-1(2H)-yl)sulfonyl)-2-((tetrahydro-2H-pyran-4-yl)methoxy)benzyl alcohol